ClC1=CC=C(C=C1)C1=CC(=CC(=C1)F)F 4'-chloro-3,5-difluorobiphenyl